1-(3-methylbenzoyl)-1H-indazole-3-carbonitrile CC=1C=C(C(=O)N2N=C(C3=CC=CC=C23)C#N)C=CC1